2-(4-(8-(5-cyclopropyl-2-ethoxy-4-(methoxycarbonyl)benzyl)-3-oxo-2,8-diazaspiro[4.5]decan-2-yl)benzamido)ethane-1-sulfonic acid C1(CC1)C=1C(=CC(=C(CN2CCC3(CC(N(C3)C3=CC=C(C(=O)NCCS(=O)(=O)O)C=C3)=O)CC2)C1)OCC)C(=O)OC